3-[[(2'S,4R)-2-ethyl-2'-methyl-spiro[6,7-dihydrothieno[3,2-c]pyran-4,4'-piperidine]-1'-yl]methyl]cyclobutanamine C(C)C1=CC2=C(CCO[C@]23C[C@@H](N(CC3)CC3CC(C3)N)C)S1